C(C1=CC=CC=C1)ON1CC(CC1)(C)C 1-(Benzyloxy)-3,3-dimethylpyrrolidine